4-bromo-5-fluoro-2-(oxan-2-yl)indazole BrC=1C2=CN(N=C2C=CC1F)C1OCCCC1